n-Butyllaurat C(CCC)OC(CCCCCCCCCCC)=O